ethyl 6-chloro-4,4-dimethyl-tetrahydronaphthalene-1-carboxylate ClC=1CC2C(CCC(C2=CC1)C(=O)OCC)(C)C